FC=1C(=C(C=CC1)N1C2=CC=CC=C2C=2C=CC=CC12)[N+](=O)[O-] 9-(3-fluoro-2-nitrophenyl)-carbazole